C(C)N1CCN(CC1)C=1SC2=C(N1)C=C(C(=C2)C(=O)NC2CCOCC2)OC 2-(4-ethylpiperazin-1-yl)-5-methoxy-N-(tetrahydro-2H-pyran-4-yl)benzo[d]thiazole-6-carboxamide